ClC=1C=CC(=C(C1)C1=CC(=C(N=N1)C)NC1=CC(=NC=C1)NC(CCN1[C@@H]2CN([C@H](C1)C2)C)=O)F N-(4-{[6-(5-Chloro-2-Fluorophenyl)-3-Methylpyridazin-4-yl]Amino}Pyridin-2-yl)-3-[(1s,4s)-5-Methyl-2,5-Diazabicyclo[2.2.1]Heptan-2-yl]Propanamid